Cl.FC=1C=C(C=C(C1NC(=O)NN)F)S(=O)(=O)N(C1=C(N=CS1)C(=O)O)CC1=CC=C(C=C1)OC 5-[[3,5-difluoro-4-(hydrazinocarbonylamino)phenyl]sulfonyl-[(4-methoxyphenyl)methyl]amino]thiazole-4-carboxylic acid hydrochloride